[Cs].C(CCCCCCC\C=C/CCCCCCCC)N oleylamine cesium